C=C(C)C1=NNC(C2=CC=C(C=C12)C(F)(F)F)=O 4-(prop-1-en-2-yl)-6-(trifluoromethyl)phthalazin-1(2H)-one